C1([C@H](O)[C@@H](O)[C@@H](O)[C@H](O1)CO)O[C@@H]([C@@H]([C@H](C=O)O)O)[C@H](O)CO galactopyranosyl-(1-4)-D-glucose